CNS(=O)(=O)NC1=NC=CC(=C1)C(=O)O 2-(methylaminosulfonylamino)pyridine-4-carboxylic acid